CC(C)(C)S(=O)/N=C(\C)/C1=CC(=NO1)C1=CC(=NC=C1)C(F)(F)F (NE)-2-methyl-N-[1-[3-[2-(trifluoromethyl)-4-pyridyl]isoxazol-5-yl]ethylidene]propane-2-sulfinamide